(E)-3-(3,7-dimethylocta-2,6-dien-1-yl)-2,4-dihydroxy-6-pentylbenzoic acid C\C(=C/CC=1C(=C(C(=O)O)C(=CC1O)CCCCC)O)\CCC=C(C)C